2-(9H-carbazol-2-yl)-N-(4-chloro-3-fluorobenzyl)acetamide C1=C(C=CC=2C3=CC=CC=C3NC12)CC(=O)NCC1=CC(=C(C=C1)Cl)F